2-(5-fluoro-2-methoxypyridin-3-yl)-2-methylpropanoic acid FC=1C=C(C(=NC1)OC)C(C(=O)O)(C)C